FC(OC=1C=CC(=NC1)C=1C=C2C=C(C(N(C2=NC1)CCN1CCOCC1)=O)C(=O)NC(C)C1=CC=C(C=C1)F)F 6-(5-(difluoromethoxy)pyridin-2-yl)-N-(1-(4-fluorophenyl)ethyl)-1-(2-morpholinylethyl)-2-oxo-1,2-dihydro-1,8-naphthyridine-3-carboxamide